N-(2-methylpropyl)glycine Ethyl-2-{[5-(2-chloro-4-fluorophenyl)-2-cyclopropylpyrimidin-4-yl]carbonyl}hydrazincarboxylat C(C)N(NC(=O)C1=NC(=NC=C1C1=C(C=C(C=C1)F)Cl)C1CC1)C(=O)O.CC(CNCC(=O)O)C